OC(C)(C)C1=CC=C(C=C1)CC(C)C1=CC=CC=C1 1-(4-α-hydroxyisopropylphenyl)-2-phenylpropane